6-bromo-5H-[1,2,4]Triazino[5,6-b]Indole-3-thiol BrC1=CC=CC=2C3=C(NC12)N=C(N=N3)S